(4-((2R,4s,6S)-2-cyano-7-((5-methoxy-7-methyl-1H-indol-4-yl)methyl)-7-azaspiro[3.5]nonan-6-yl)benzoyl)glycine C(#N)C1CC2(C1)C[C@H](N(CC2)CC2=C1C=CNC1=C(C=C2OC)C)C2=CC=C(C(=O)NCC(=O)O)C=C2